3-(1H-pyrazol-4-yl)aniline methyl-phosphate (methyl-phosphonate) CP(O)(O)=O.COP(=O)(O)O.N1N=CC(=C1)C=1C=C(N)C=CC1